N1-Hydroxy-N8-((1-(phenylsulfonyl)-5-(3-(piperidin-1-yl)propoxy)-1H-indol-2-yl)methyl)-N8-(prop-2-yn-1-yl)octanediamide ONC(CCCCCCC(=O)N(CC#C)CC=1N(C2=CC=C(C=C2C1)OCCCN1CCCCC1)S(=O)(=O)C1=CC=CC=C1)=O